benzylidene-phenylacetonitrile C(C1=CC=CC=C1)=C(C#N)C1=CC=CC=C1